FC(C(=O)Cl)(C(F)(F)F)C(F)(F)F perfluoro-isobutyryl chloride